FC1=CC=C(C=C1)C=1N=CN(C1C1=C2C(=NC=C1)NC=C2)CC(=O)OC(C)(C)C tert-Butyl 2-[4-(4-fluorophenyl)-5-(1H-pyrrolo[2,3-b]pyridin-4-yl)imidazol-1-yl]acetate